3,3-dimethylsuccinate CC(CC(=O)[O-])(C(=O)[O-])C